4-chloro-6-(1-(4-chloro-2-(3-methyl-1H-pyrazol-1-yl)phenyl)-2,2,2-trifluoroethoxy)pyrimidin-2-amine ClC1=NC(=NC(=C1)OC(C(F)(F)F)C1=C(C=C(C=C1)Cl)N1N=C(C=C1)C)N